N-(4-((3-aminopiperidin-1-yl)methyl)-3-(4-methoxy-1-methyl-6-oxo-1,6-dihydropyridin-3-yl)phenyl)ethanesulfonamide hydrochloride Cl.NC1CN(CCC1)CC1=C(C=C(C=C1)NS(=O)(=O)CC)C1=CN(C(C=C1OC)=O)C